tin(II) (2-ethylhexanoate) C(C)C(C(=O)[O-])CCCC.[Sn+2].C(C)C(C(=O)[O-])CCCC